ethyl 2-(5-(cyclopropylmethyl)-3-(4-fluoro-3-(5-methylthiophen-2-yl)phenyl)-4-(3-fluoro-4-sulfamoylbenzyl)-1H-pyrazol-1-yl)thiazole-4-carboxylate C1(CC1)CC1=C(C(=NN1C=1SC=C(N1)C(=O)OCC)C1=CC(=C(C=C1)F)C=1SC(=CC1)C)CC1=CC(=C(C=C1)S(N)(=O)=O)F